NC1=C(C(=NC=N1)N1CC([C@H](CC1)C(=O)N(C)C)N1C([C@@H](CCC1)NC1=CC(=CC(=C1)C(F)(F)F)Cl)=O)F (3R,4'S)-1'-(6-amino-5-fluoropyrimidin-4-yl)-3-((3-chloro-5-(trifluoromethyl)phenyl)amino)-N,N-dimethyl-2-oxo-[1,3'-bipiperidine]-4'-carboxamide